tert-butyl [trans-4-[[6-bromo-3-[N'-(2-ethyl-5-fluoro-phenyl)carbamimidoyl]pyrrolo[1,2-b]pyridazin-4-yl]amino]cyclohexyl]carbamate BrC=1C=C2N(N=CC(=C2N[C@@H]2CC[C@H](CC2)NC(OC(C)(C)C)=O)C(N)=NC2=C(C=CC(=C2)F)CC)C1